OC(COC=1C(=O)O[C@@H](C1OCC)[C@@H](O)CO)(C)C 2-O-(2-hydroxyisobutyl)-3-O-ethyl-ascorbic acid